4-(4-(((3-aminooxetan-3-yl)methyl)amino)-6-cyclopropyl-5,6,7,8-tetrahydropyrido[4,3-d]pyrimidin-2-yl)-2,3,4,5-tetrahydrobenzo[f][1,4]thiazepin-1,1-Dioxide NC1(COC1)CNC=1C2=C(N=C(N1)N1CCS(C3=C(C1)C=CC=C3)(=O)=O)CCN(C2)C2CC2